tert-Butyl N-(1-((3-hydroxyphenyl)methyl)piperidin-4-yl)carbamate OC=1C=C(C=CC1)CN1CCC(CC1)NC(OC(C)(C)C)=O